[4-[5-[tert-butyl(dimethyl)silyl]oxy-1-tetrahydropyran-2-yl-indazol-3-yl]-6-chloro-pyrimidin-2-yl]methyl acetate C(C)(=O)OCC1=NC(=CC(=N1)C1=NN(C2=CC=C(C=C12)O[Si](C)(C)C(C)(C)C)C1OCCCC1)Cl